N1(C=NC=C1)C1CCN(CC1)C(=O)C1=NC2=CC=C(C=C2C(=C1)C(=O)N1CCCCC1)OCC=1SC2=C(N1)C=CC=C2 (4-(1H-imidazol-1-yl)-piperidin-1-yl)(6-(benzo-[d]thiazol-2-ylmethoxy)-4-(piperidine-1-carbonyl)-quinolin-2-yl)methanone